3-(2-amino-9-(4-aminobenzyl)-9H-purin-6-yl)-2-methylbenzonitrile NC1=NC(=C2N=CN(C2=N1)CC1=CC=C(C=C1)N)C=1C(=C(C#N)C=CC1)C